N-(ortho-fluorophenyl)butanamide FC1=C(C=CC=C1)NC(CCC)=O